1-(5-(5-(3-Aminooxetan-3-yl)quinolin-7-yl)thiophen-2-yl)ethan-1-one NC1(COC1)C1=C2C=CC=NC2=CC(=C1)C1=CC=C(S1)C(C)=O